N1=C(C=CC=C1)[Hf] pyridyl-hafnium